[1-[[4-(azetidin-3-yl) phenyl] methyl]-4-methyl-4-piperidinyl] acetate C(C)(=O)OC1(CCN(CC1)CC1=CC=C(C=C1)C1CNC1)C